CSC1=NN=C(S1)N1C(=CC=CC1)C=1C=NC=CC1 N-(5-(methylthio)-1,3,4-thiadiazol-2-yl)-[2,3'-bipyridine]